O[C@@H]1C[C@@H](N(C1)C(=O)OC(C)(C)C)C(=O)OC(C)(C)C Ditert-butyl (2R,4R)-4-hydroxypyrrolidine-1,2-dicarboxylate